tert-Butyl-(E)-7-(5-((quinoxalin-6-ylmethylene)amino)pyrimidin-4-yl)-4,7-diazaspiro[2.5]octane C(C)(C)(C)C1CC12NCCN(C2)C2=NC=NC=C2/N=C/C=2C=C1N=CC=NC1=CC2